4-(2,4-DIFLUOROPHENYL)-4-PIPERIDINYLMETHANONE HYDROCHLORIDE Cl.FC1=C(C=CC(=C1)F)C1(CCNCC1)C=O